1,1'-(3,3'-dimethylthio[1,1'-biphenyl]-4,4'-diyl)bis{2-amino-3-[(E)-diazenyl]naphthalene-1-sulfonic acid} CSC=1C=C(C=CC1C1(C(C(=CC2=CC=CC=C12)\N=N\[H])N)S(=O)(=O)O)C1=CC(=C(C=C1)C1(C(C(=CC2=CC=CC=C12)\N=N\[H])N)S(=O)(=O)O)SC